(3S,4S)-N-(isoquinolin-5-yl)-4-(thien-2-yl)pyrrolidine-3-carboxamide C1=NC=CC2=C(C=CC=C12)NC(=O)[C@@H]1CNC[C@H]1C=1SC=CC1